1-(2-(dinonylamino) ethyl) 4-(2-((2-(dinonylamino) ethyl) (nonyl) amino) ethyl) cyclohexane-1,4-dicarboxylate C1(CCC(CC1)C(=O)OCCN(CCCCCCCCC)CCN(CCCCCCCCC)CCCCCCCCC)C(=O)OCCN(CCCCCCCCC)CCCCCCCCC